[(1R,2S,4R)-4-{[5-({5-chloro-4-[(R)-(2,5-dichlorophenyl)(hydroxy)methyl]-2-thienyl}carbonyl)pyrimidin-4-yl]amino}-2-hydroxycyclopentyl]methyl sulfamate S(N)(OC[C@@H]1[C@H](C[C@@H](C1)NC1=NC=NC=C1C(=O)C=1SC(=C(C1)[C@H](O)C1=C(C=CC(=C1)Cl)Cl)Cl)O)(=O)=O